tert-butyl 3-(6-((6-chloropyrimidin-4-yl)amino)pyridin-3-yl)azetidine-1-carboxylate ClC1=CC(=NC=N1)NC1=CC=C(C=N1)C1CN(C1)C(=O)OC(C)(C)C